(2R,3S,4R)-2,3,4,5-tetrahydroxyvaleraldehyde O[C@@H](C=O)[C@H]([C@@H](CO)O)O